3,3,3-trifluoro-1-(6-(1-(4-fluorobenzyl)-1H-pyrazole-4-carbonyl)-8-(hydroxymethyl)-2,6-diazaspiro[3.4]octan-2-yl)-2,2-dimethylpropan-1-one FC(C(C(=O)N1CC2(C1)CN(CC2CO)C(=O)C=2C=NN(C2)CC2=CC=C(C=C2)F)(C)C)(F)F